FC1=C(C=CC(=C1)C1=CN=C2N1C=NC(=C2)C=2C=NN(C2)C)CC(=O)NC2=NOC(=C2)C(C(F)(F)F)(C)C 2-(2-fluoro-4-(7-(1-methyl-1H-pyrazol-4-yl)imidazo[1,2-c]pyrimidin-3-yl)phenyl)-N-(5-(1,1,1-trifluoro-2-methylpropan-2-yl)isoxazol-3-yl)acetamide